3-(9H-xanth-2-yl)benzo[c]isoxazole C1=C(C=CC=2OC3=CC=CC=C3CC12)C1=C2C(=NO1)C=CC=C2